2-((Cis-4-(2-(4-(2,3-dichlorophenyl)piperazin-1-yl)ethyl)-4-fluorocyclohexyl)amino)pyrimidine-5-carbonitrile ClC1=C(C=CC=C1Cl)N1CCN(CC1)CCC1(CCC(CC1)NC1=NC=C(C=N1)C#N)F